C1(CCCCC1)[Si](OCCC)(OCCC)C1CCCC1 cyclohexyl-cyclopentyl-dipropoxysilane